O1N=C(C2=C1C=CC=C2)C2=C(C=CC=C2)[C@H]([C@H](CC)C2=NC=CC=C2)N (1S,2S)-1-[2-(Benzo[d]isoxazol-3-yl)phenyl]-2-(pyridin-2-yl)butan-1-amine